COC(C(C1=CC=C(C=C1)OC)NC(CC(=O)OC)=O)=O methyl 3-((2-methoxy-1-(4-methoxyphenyl)-2-oxoethyl) amino)-3-oxopropanoate